FC1=C2CC(N(C2=CC=C1)C)=O 4-fluoro-1-methyl-2-oxoindolin